1-(4,4-difluoropiperidin-1-yl)-2-(4-(2-(2,6-dimethylpyridin-4-yl)-3-isopropyl-1H-indol-5-yl)piperidin-1-yl)ethan-1-one FC1(CCN(CC1)C(CN1CCC(CC1)C=1C=C2C(=C(NC2=CC1)C1=CC(=NC(=C1)C)C)C(C)C)=O)F